3-(chloromethyl)-pyridine hydrochloride Cl.ClCC=1C=NC=CC1